ClC1=CC(=C(C=N1)C#CC1CC(C1)CC(C)O)N1CCC(CC1)(C)CO (3-((6-chloro-4-(4-(hydroxymethyl)-4-methylpiperidin-1-yl)pyridin-3-yl)ethynyl)cyclobutyl)propan-2-ol